FC(C#C)(C(C(F)(F)F)(F)F)F 3,3,4,4,5,5,5-heptafluoropentyne